4-[(3-chloro-4-cyanophenyl)oxy]cyclohexane-1-carbonyl chloride ClC=1C=C(C=CC1C#N)OC1CCC(CC1)C(=O)Cl